Cl.ClC=1C=C(C=CC1)NC1N(C(=NC(=N1)N)N1CCOCC1)C1=CC(=CC(=C1)C)C N-(3-Chlorophenyl)-N1-(3,5-dimethylphenyl)-6-morpholin-4-yl-[1,3,5]triazine-2,4-diamine hydrochloride